IC1=CC=C(C(=N1)OC)N 6-iodo-2-methoxy-pyridin-3-amine